FC1=CC(=CC=2N(C(=NC21)C)C2CCN(CC2)C)C2=CNC1=NC=C(C=C12)C=1C(=NN(C1C)C)C 4-fluoro-2-methyl-1-(1-methylpiperidin-4-yl)-6-(5-(1,3,5-trimethyl-1H-pyrazol-4-yl)-1H-pyrrolo[2,3-b]pyridin-3-yl)-1H-benzo[d]imidazole